F[C@H]1[C@H](C1)N1C(C(=CC=C1)NC(=O)C1=CC2=CN(N=C2C=C1OC(C)C)C1CCNCC1)=O N-[1-[(1S,2R)-2-fluorocyclopropyl]-2-oxo-3-pyridinyl]-6-isopropoxy-2-(4-piperidinyl)indazole-5-carboxamide